Cl.Cl.CC(C)NC(C)C1CN(CC1)C=1N=NC(=CN1)C1=C(C=C(C=C1)C=1C=NNC1)O 2-[3-(3-{1-[(propan-2-yl)amino]ethyl}pyrrolidin-1-yl)-1,2,4-triazin-6-yl]-5-(1H-pyrazol-4-yl)phenol dihydrochloride